C(C)(C)SC1=C(N=C(S1)N1N=C(C=C1C(=O)OC)OC)C1=CC=C(C=C1)C(F)(F)F methyl 1-(5-(isopropylsulfanyl)-4-(4-(trifluoromethyl) phenyl) thiazol-2-yl)-3-methoxy-1H-pyrazole-5-carboxylate